C(=O)(O)C=1C=C(C=C(C1)C(=O)O)C#CC1=CC(=CC(=C1)C#CC1=CC(=CC(=C1)C(=O)O)C(=O)O)C#CC1=CC(=CC(=C1)C(=O)O)C(=O)O 1,3,5-tris(3,5-dicarboxyphenylethynyl)benzene